Diethyl (4-Hydroxybenzyl)phosphonate OC1=CC=C(CP(OCC)(OCC)=O)C=C1